3-(Anthracene-9-ylmethoxy)-2,4,6-trimethylbenzonitrile oxide C1=CC=CC2=CC3=CC=CC=C3C(=C12)COC=1C(=C(C#[N+][O-])C(=CC1C)C)C